CC=1C=C2/C(/C(NC2=CC1C(=O)OC)=O)=C(\C1=CC=CC=C1)/NC1=CC=C(C=C1)C(N(OCCN1CCNCC1)C)=O (Z)-Methyl 5-methyl-3-(((4-(methyl(2-(piperazin-1-yl)ethoxy)carbamoyl)phenyl)amino)(phenyl)methylene)-2-oxoindoline-6-carboxylate